(S)-1-(4-(3-methoxypyridin-4-yl)-2-methylpiperazin-1-yl)-4-(quinolin-5-yl)butan-1-one COC=1C=NC=CC1N1C[C@@H](N(CC1)C(CCCC1=C2C=CC=NC2=CC=C1)=O)C